1-((6-acrylamidonaphthalen-1-yl)methyl)-7-methyl-5-(1H-pyrrole-2-carbonyl)-N-(m-tolyl)-4,5,6,7-tetrahydro-1H-pyrazolo[4,3-c]pyridine-3-carboxamide C(C=C)(=O)NC=1C=C2C=CC=C(C2=CC1)CN1N=C(C=2CN(CC(C21)C)C(=O)C=2NC=CC2)C(=O)NC=2C=C(C=CC2)C